2,2-diphenylbenzo[d][1,3]dioxole-4-carboxylic acid C1(=CC=CC=C1)C1(OC2=C(O1)C=CC=C2C(=O)O)C2=CC=CC=C2